N-(4-fluorophenyl)-4-(piperidin-4-yl)benzamide FC1=CC=C(C=C1)NC(C1=CC=C(C=C1)C1CCNCC1)=O